C(C)(C)(C)OC(=O)NC1(CC2=C(C(=C(S2)C(=O)O)F)CC1)C 6-(tert-butoxycarbonylamino)-3-fluoro-6-methyl-5,7-dihydro-4H-benzothiophene-2-carboxylic acid